diaminobinaphthyl NC=1C(=C(C2=CC=CC=C2C1)C1=CC=CC2=CC=CC=C12)N